FC1=CC=2N(C=C1C1CCNCC1)N=CN2 7-fluoro-6-(4-piperidyl)-[1,2,4]triazolo[1,5-a]pyridine